COC1=C(C=CC(=C1)OC)CO (2,4-dimethoxyphenyl)-methanol